3-((2-(2-(2-Acetamidoethoxy)ethoxy)ethyl)amino)-N-(4,5-dimethylthiazol-2-yl)-2-methylbenzamide C(C)(=O)NCCOCCOCCNC=1C(=C(C(=O)NC=2SC(=C(N2)C)C)C=CC1)C